C(CCCCCCCC)NCC(=O)N1CCN(CC1)C(=O)OC(C)(C)C tert-Butyl 4-(nonylglycyl)piperazine-1-carboxylate